CC(C(C)N1CCCCC1)C 1-(3-methylbutan-2-yl)piperidin